[(2R,3S,4R,5R)-5-[6-chloro-4-[[(1R)-1-(4-fluorophenyl)ethyl]-amino]pyrazolo[3,4-d]-pyrimidin-1-yl]-3,4-dihydroxy-tetrahydro-furan-2-yl]methoxy-methylphosphonic acid ClC1=NC(=C2C(=N1)N(N=C2)[C@H]2[C@@H]([C@@H]([C@H](O2)COCP(O)(O)=O)O)O)N[C@H](C)C2=CC=C(C=C2)F